trans-tert-butyl 2-((benzyloxy)methyl)-6-(2-bromo-6-chloropyridin-4-yl)morpholine-4-carboxylate C(C1=CC=CC=C1)OC[C@@H]1CN(C[C@H](O1)C1=CC(=NC(=C1)Cl)Br)C(=O)OC(C)(C)C